ClC=1C=C2C(=CC1)C(N(C[C@@]21C(N(C[C@@H]1CNC(C)C)C1=CN=CC2=CC=CC=C12)=O)CC=1N=NN(C1)C)=O (4S,4'S)-6-chloro-4'-[(isopropylamino)methyl]-1'-(4-isoquinolyl)-2-[(1-methyltriazol-4-yl)methyl]spiro[3H-isoquinoline-4,3'-pyrrolidine]-1,2'-dione